di(methyl)ethyl-(ethoxy)silane C[Si](OCC)(CC)C